C1(CC1)C=1C=C(C(=NC1)C=1OC2=C(N1)C=C(C=C2)SC(F)F)SCC 2-(5-cyclopropyl-3-ethylsulfanyl-2-pyridinyl)-5-(difluoromethylsulfanyl)-1,3-benzoxazole